(2-((7,8-dichloro-4-(1H-imidazol-1-yl)quinolin-2-yl)(methyl)amino)ethyl)-N-(methylsulfonyl)glycine ClC1=CC=C2C(=CC(=NC2=C1Cl)N(CCN(CC(=O)O)S(=O)(=O)C)C)N1C=NC=C1